7-amino-5-azaspiro[2.4]heptane-5-carboxylic acid benzyl ester C(C1=CC=CC=C1)OC(=O)N1CC2(CC2)C(C1)N